p-nitrophenylacetate (p-nitrophenyl acetate) [N+](=O)([O-])C1=CC=C(C=C1)CC(=O)O.[N+](=O)([O-])C1=CC=C(C=C1)CC(=O)O